OC=1C=C2OC3=C(CCCC3=CC2=CC1)C=CC=1[Se]C2=CC=CC=C2CC1 2-(2-(6-hydroxy-2,3-dihydro-1H-xanthen-4-yl)vinyl)-4H-selenochromen